diisobutylphenoxyethoxyethyl-dimethylbenzyl chloride C(C(C)C)C1=C(C(=C(C(C)(C)Cl)C=C1)CCOCCOC1=CC=CC=C1)CC(C)C